C1(=CC=CC=C1)N(C1=CC=CC=C1)C1=CC=C(C=C1)B(O)O [4-(N-phenylanilino)phenyl]boronic acid